C(C)O[Si](OC(C)(C)C)(OC(C)C)OCC diethoxyisopropoxytert-butoxysilane